3-(methacryloxy)propylmethyldichlorosilane C(C(=C)C)(=O)OCCC[Si](Cl)(Cl)C